FC(C1=CC=C(C=C1)NC1=CC=C(C=C1)CC(=O)OC)(F)F Methyl 2-(4-((4-(trifluoromethyl)phenyl)amino)phenyl)acetate